6-[2-[1-(difluoromethyl)pyrazol-4-yl]-5-ethylsulfonyl-1-methyl-imidazol-4-yl]-2,2-difluoro-5H-[1,3]dioxolo[4,5-f]isoindol-7-one FC(N1N=CC(=C1)C=1N(C(=C(N1)N1CC=2C=C3C(=CC2C1=O)OC(O3)(F)F)S(=O)(=O)CC)C)F